3-(1-(tetrahydro-2H-pyran-2-yl)-1H-pyrazol-4-yl)quinoxaline O1C(CCCC1)N1N=CC(=C1)C=1C=NC2=CC=CC=C2N1